1-benzenesulfonyl-4-chloro-5-nitro-1H-pyrrolo[2,3-b]pyridine C1(=CC=CC=C1)S(=O)(=O)N1C=CC=2C1=NC=C(C2Cl)[N+](=O)[O-]